(1s,2s)-2-[6-(3-bromo-4-trifluoromethyl-benzylamino)-pyridin-3-yl]-ethyl cyclopropanecarboxylate C1(CC1)C(=O)OCCC=1C=NC(=CC1)NCC1=CC(=C(C=C1)C(F)(F)F)Br